CN1C=2N(C=CC1=O)C=CN2 8-methylimidazo[1,2-a]pyrimidin-7(8H)-one